C(C)(C)(C)OC(=O)N1CC2(C1)CC(C(C(C2)=O)C2=C(C=C(C=C2C)C#CC)C)=O 7-(2,6-dimethyl-4-prop-1-ynyl-phenyl)-6,8-dioxo-2-azaspiro[3.5]nonane-2-carboxylic acid tert-butyl ester